FC1=C(C=C2CN(C(C2=C1F)=O)C1C(NC(CC1)=O)=O)N1CCNCC1 3-(6,7-difluoro-1-oxo-5-(piperazin-1-yl)isoindolin-2-yl)piperidine-2,6-dione